C(C1=CC=CC=C1)O[C@@H]1[C@@](OC2OC(O[C@@H]21)(C)C)(CF)COCC2=CC=CC=C2 (5R,6S,6aR)-6-(benzyloxy)-5-((benzyloxy)methyl)-5-(fluoromethyl)-2,2-dimethyltetrahydrofuro[2,3-d][1,3]dioxole